ClC1([C@H]([C@@H]1C1=CC=C(C=C1)OC)C=1C=C(C=CC1)S(F)(F)(F)(F)F)Cl (3-((1R,3R)-2,2-Dichloro-3-(4-methoxyphenyl)cyclopropyl)phenyl)pentafluoro-λ6-sulfane